FC=1C=C(C=CC1[Si](C)(C)C)NC(C(C1=CC=C(C=C1)OC)N(C(=O)C1=CC(=NO1)O)C)=O N-(2-((3-fluoro-4-(trimethylsilyl)phenyl)amino)-1-(4-methoxyphenyl)-2-oxoethyl)-3-hydroxy-N-methyl-1,2-oxazole-5-carboxamide